(Z)-((4-(4-azido-1-bromobut-2-en-2-yl)phenyl)ethynyl)trimethylsilane (2R,3S,4S)-4-hydroxy-2-[(4-methoxyphenyl)methyl]pyrrolidin-3-yl-N-[2-(azetidin-3-yl)ethyl]carbamate O[C@@H]1[C@H]([C@H](NC1)CC1=CC=C(C=C1)OC)N(C(O)=O)CCC1CNC1.N(=[N+]=[N-])C\C=C(/CBr)\C1=CC=C(C=C1)C#C[Si](C)(C)C